(6S,9S,12S)-Methyl 6-(3-iodo-4-methoxyphenyl)-12-(4-methoxy-3-(4,4,5,5-tetramethyl-1,3,2-dioxaborolan-2-yl)benzyl)-2,2,5,9-tetramethyl-4,7,10-trioxo-3-oxa-5,8,11-triazatridecan-13-oate IC=1C=C(C=CC1OC)[C@H](N(C(OC(C)(C)C)=O)C)C(N[C@H](C(N[C@H](C(=O)OC)CC1=CC(=C(C=C1)OC)B1OC(C(O1)(C)C)(C)C)=O)C)=O